7-((2-methyl-4-(4-(2,2,2-trifluoroethyl)piperazin-1-yl)phenyl)amino)-2H-benzo[b][1,4]oxazin-3(4H)-one CC1=C(C=CC(=C1)N1CCN(CC1)CC(F)(F)F)NC=1C=CC2=C(OCC(N2)=O)C1